2-ethyl-4,4-difluorobutanoic acid C(C)C(C(=O)O)CC(F)F